5-nitro-6-aminonicotinamide [N+](=O)([O-])C=1C(=NC=C(C(=O)N)C1)N